S1C=NC2=C1C=CC(=C2)C=2NCC(OC2)C 5-(benzo[d]thiazol-5-yl)-2-methyl-3,4-dihydro-2H-1,4-oxazine